(1S,2R)-2-amino-1,2-diphenylethane N[C@H](CC1=CC=CC=C1)C1=CC=CC=C1